The molecule is a 1-O-acyl-sn-glycero-3-phosphocholine in which the acyl group is specified as lauroyl (dodecanoyl) It is a 1-O-acyl-sn-glycero-3-phosphocholine and a dodecanoate ester. CCCCCCCCCCCC(=O)OC[C@H](COP(=O)([O-])OCC[N+](C)(C)C)O